2-propyl-2-pentyl-1,3-diethoxypropane C(CC)C(COCC)(COCC)CCCCC